[Na+].P([O-])(=O)(OP(=O)([O-])[O-])OC[C@@H]1[C@H]([C@H]([C@@H](O1)N1C=NC=2C(=O)NC(N)=NC12)O)O.[Na+].[Na+] guanosine 5'-diphosphate sodium salt